N1(CCOCC1)CCCOC1=C(C=CC=C1)C(=O)C1=CC=CC=C1 {2-[3-(morpholine-4-yl)propoxy]phenyl}(phenyl)methanone